N5,N6-bis(3-fluoro-4-(trifluoromethyl)phenyl)-1-methyl-2-(trifluoromethyl)-imidazo[4,5-b]pyrazine-5,6-diamine FC=1C=C(C=CC1C(F)(F)F)NC=1N=C2C(=NC1NC1=CC(=C(C=C1)C(F)(F)F)F)N(C(=N2)C(F)(F)F)C